5-isopropyl-3-(isoquinolin-1-yl)-4,5-dihydroisoxazol-5-carboxamide C(C)(C)C1(CC(=NO1)C1=NC=CC2=CC=CC=C12)C(=O)N